FC1=C(C=CC=C1)C1(CCCC1)NCC1=CC(=CC=C1)CC1CCN(CC1)C 1-(2-fluorophenyl)-N-(3-((1-methylpiperidin-4-yl)methyl)benzyl)cyclopentan-1-amine